(E)-N'-(2-chloro-6-fluorobenzylidene)-6-(4-ethoxyphenyl)picolinohydrazide ClC1=C(\C=N\NC(C2=NC(=CC=C2)C2=CC=C(C=C2)OCC)=O)C(=CC=C1)F